C(C)(C)(C)OC(N(CC=1C=CC(=NC1OC)C1=C(C(=NC=C1)Cl)Cl)C1CCN(CC1)C(C)=O)=O.OC(CC(=C(C(=O)N)C=C)C)C (2-hydroxypropyl)methyl-vinylacrylamide tert-butyl-(1-acetylpiperidin-4-yl)((2',3'-dichloro-6-methoxy-[2,4'-bipyridin]-5-yl)methyl)carbamate